NC1=CC=C(C=C1)S(=O)(=O)NC(=O)C1=C(C(=NO1)C)C 4-amino-N-(3,4-dimethyl-5-isoxazoyl)benzenesulfonamide